CC1C(NC(NC1)=O)=O 5-methyl-dihydrouracil